P(=O)(OCC1=CC=CC=C1)(OCC1=CC=CC=C1)OC1=C(C=CC=C1)B1OC(C(O1)(C)C)(C)C dibenzyl [2-(4,4,5,5-tetramethyl-1,3,2-dioxaborolan-2-yl)phenyl] phosphate